3-chloro-4-((3,5-difluoropyridin-2-yl)methoxy)-2'-(2-(2-Hydroxypropan-2-yl)thiazol-4-yl)-6-methyl-5'-(methyl-d3)-2H-[1,4'-bipyridine]-2-one ClC=1C(N(C(=CC1OCC1=NC=C(C=C1F)F)C)C1=CC(=NC=C1C([2H])([2H])[2H])C=1N=C(SC1)C(C)(C)O)=O